C(N)(=N)N1CCC(=CC1)C1=CC=C(C(=O)NC2=CC=C(C=C2)CNC(=N)N)C=C1 4-(1-carbamimidoyl-1,2,3,6-tetrahydro-pyridin-4-yl)-N-(4-guanidinomethyl-phenyl)-benzamide